C(CC)ON[C@@H](CC(=O)[O-])C(=O)[O-] propoxyaspartate